FC=1C=C(C=CC1)C1=CC=C(S1)CC(=O)N1CCN(CC1)C 2-(5-(3-fluorophenyl)thiophen-2-yl)-1-(4-methylpiperazin-1-yl)ethan-1-one